CC(CC(CCCC(CCC(=O)O)C(=O)O)C(=O)O)C(=O)O decane-2,4,8,10-tetracarboxylic acid